methyl 3-(bromomethyl)-2-nitrobenzoate BrCC=1C(=C(C(=O)OC)C=CC1)[N+](=O)[O-]